FC1=NNC2=CC=C(C=C12)C#CC1=NC(=NC=C1)C1=NC(=NC=C1)NCC1=NC=C(C=C1)F ((3-fluoro-1H-indazol-5-yl)ethynyl)-N-((5-fluoropyridin-2-yl)methyl)-[2,4'-bipyrimidin]-2'-amine